2-(1-acryloyl-4-(2-(3-(dimethylamino)azetidin-1-yl)-7-(3,4-dihydroquinolin-1(2H)-yl)-5,6,7,8-tetrahydroquinazolin-4-yl)piperazin-2-yl)acetonitrile C(C=C)(=O)N1C(CN(CC1)C1=NC(=NC=2CC(CCC12)N1CCCC2=CC=CC=C12)N1CC(C1)N(C)C)CC#N